NC=1C(=CC(=C(C1)NC1=NC=C(C(=N1)N1CC(C2=NC(=CC=C21)C)(C([2H])([2H])[2H])C([2H])([2H])[2H])C(=O)OC(C)C)OC)N(C)CCN(C)C isopropyl 2-((5-amino-4-((2-(dimethylamino)ethyl)(methyl)amino)-2-methoxyphenyl)amino)-4-(5-methyl-3,3-bis(methyl-d3)-2,3-dihydro-1H-pyrrolo[3,2-b]pyridin-1-yl)pyrimidine-5-carboxylate